(3-(3-fluorophenyl)-2-methyl-2,4,5,7-tetrahydro-6H-pyrazolo[3,4-c]pyridin-6-yl)(quinolin-6-yl)methanone FC=1C=C(C=CC1)C=1N(N=C2CN(CCC21)C(=O)C=2C=C1C=CC=NC1=CC2)C